(S)-4-iodo-N-(1-(3-methoxyphenyl)hexan-2-yl)benzamide IC1=CC=C(C(=O)N[C@H](CC2=CC(=CC=C2)OC)CCCC)C=C1